11-(4-(1,1'-biphenyl-4-yl)-6-phenyl-1,3,5-triazine-2-yl)-12-(1,1'-biphenyl-3-yl)-11H,12H-indolo[2,3-a]carbazole C1(=CC=C(C=C1)C1=NC(=NC(=N1)C1=CC=CC=C1)N1C2=CC=CC=C2C2=CC=C3C(=C12)N(C=1C=CC=CC13)C=1C=C(C=CC1)C1=CC=CC=C1)C1=CC=CC=C1